C(CC)C1(C=CC=C1)[Hf]C1(C=CC=C1)C (propylcyclopentadienyl)(methylcyclopentadienyl)hafnium